2,3,6,7-tetramethoxy-9H-carbazole COC1=CC=2NC3=CC(=C(C=C3C2C=C1OC)OC)OC